ClC=1C=CC=C2C=CC=C(C12)N1CC=2N=C(N=C(C2CC1)N1C[C@@H](NCC1)CC#N)OC[C@H]1N(C[C@@H](C1)OC)C 2-[(2S)-4-[7-(8-chloro-1-naphthyl)-2-[[(2S,4R)-4-methoxy-1-methyl-pyrrolidin-2-yl]methoxy]-6,8-dihydro-5H-pyrido[3,4-d]pyrimidin-4-yl]piperazin-2-yl]acetonitrile